ClC1=NC=C2C(=N1)N(N=C2)C 6-chloro-1-methylpyrazolo[3,4-d]pyrimidine